C(\C=C\C(=O)O)(=O)O.CN(C[C@H](C[C@@H](C(C)C)N1CC2(C1)CN(CC2)C=2N=CN=NC2OC2=C(C(=O)N(C(C)C)C(C)C)C=C(C=C2)F)O)C 2-((5-(2-((3S,5S)-6-(dimethylamino)-5-hydroxy-2-methylhex-3-yl)-2,6-diazaspiro[3.4]oct-6-yl)-1,2,4-triazin-6-yl)oxy)-5-fluoro-N,N-diisopropylbenzamide fumarate